[Cu]=S.[Co].[Ni] nickel-cobalt copper sulfide